CC1(O[C@@H]2[C@]3(O1)[C@H](O[C@H]2N2C=CC1=C2N=CN=C1C)[C@@H](CC3)O)C (3ar,4r,5ar,6r,8ar)-2,2-dimethyl-4-(4-methyl-7H-pyrrolo[2,3-d]pyrimidin-7-yl)hexahydrocyclopenta[2,3]furo[3,4-d][1,3]dioxol-6-ol